C(#N)C1=C(C=C(C=C1)F)[C@H]([C@@H](C)C=1N(C(C(=C(N1)C(=O)NC=1C=NOC1)O)=O)C)C1=CC=CC=C1 2-((1r,2r)-1-(2-cyano-5-fluorophenyl)-1-phenylpropan-2-yl)-5-hydroxy-N-(isoxazol-4-yl)-1-methyl-6-oxo-1,6-dihydropyrimidine-4-carboxamide